2-Amino-N-[1-(8-chloro-3-methyl-5-pyridin-3-ylimidazo[1,5-a]pyridin-6-yl)-ethyl]pyrazolo[1,5-a]pyrimidine-3-carboxamide trifluoroacetate salt FC(C(=O)O)(F)F.NC1=NN2C(N=CC=C2)=C1C(=O)NC(C)C=1C=C(C=2N(C1C=1C=NC=CC1)C(=NC2)C)Cl